N1=CC(=CC=C1)C#COC(=O)C1=NC=CN=C1 (pyridin-3-ylethynyl)pyrazine-2-carboxylate